ClC=1C=C(C=C(C1)Cl)C1=NC(=CC(=C1)CN1CCC(CC1)CNC(=O)NC(C)=O)OC=1C=NC(=NC1)N1CCN(CC1)C N-(((1-((2-(3,5-dichloro-phenyl)-6-((2-(4-methyl-piperazin-1-yl)pyrimidin-5-yl)oxy)pyridin-4-yl)methyl)piperidin-4-yl)methyl)carbamoyl)acetamide